Methyl 2-((4-((4-cyclopropylnaphthalen-1-yl) amino) quinazolin-2-yl) thio)-2-methylpropionate C1(CC1)C1=CC=C(C2=CC=CC=C12)NC1=NC(=NC2=CC=CC=C12)SC(C(=O)OC)(C)C